FC1=CC=C(C=C1)N1N=NC(=C1COC1=CC=C(N=N1)N1CC(N(CC1)CC(F)(F)F)=O)C 4-(6-((1-(4-fluorophenyl)-4-methyl-1H-1,2,3-triazol-5-yl)methoxy)pyridazin-3-yl)-1-(2,2,2-trifluoroethyl)piperazin-2-one